(2R,3S,4S,5R)-4-[[3-(2-ethoxy-3,4-difluoro-phenyl)-4,5-dimethyl-5-(trifluoromethyl)tetrahydrofuran-2-carbonyl]amino]pyridine-2-carboxamide C(C)OC1=C(C=CC(=C1F)F)[C@H]1[C@@H](O[C@]([C@H]1C)(C(F)(F)F)C)C(=O)NC1=CC(=NC=C1)C(=O)N